(S)-5-(5-methyl-2-(6-(piperidin-3-ylamino)pyridin-3-ylamino)pyrimidin-4-ylamino)benzo[d]oxazol-2(3H)-one CC=1C(=NC(=NC1)NC=1C=NC(=CC1)N[C@@H]1CNCCC1)NC=1C=CC2=C(NC(O2)=O)C1